(S)-2-((R)-5-(tert-Butoxycarbonyl)-5-azaspiro[2.4]heptan-4-yl)-2-(4-chlorophenyl)acetic acid C(C)(C)(C)OC(=O)N1[C@@H](C2(CC2)CC1)[C@@H](C(=O)O)C1=CC=C(C=C1)Cl